L-cysteine monosodium salt [Na+].N[C@@H](CS)C(=O)[O-]